FC(C=O)=C 2-fluoroprop-2-en-1-one